4-[(5R)-1,7-diazaspiro[4.4]nonan-7-yl]-3-pyrimidin-5-yl-1H-pyrrolo[2,3-b]pyridine N1CCC[C@@]12CN(CC2)C2=C1C(=NC=C2)NC=C1C=1C=NC=NC1